NC1=C2C(=NC=N1)N(N=C2C2=CC=C(C=C2)OC2=CC=CC=C2)C2CCC(CC2)N2CCN(CC2)CC2CN(CC2)C(=O)OC(C)(C)C tert-butyl 3-((4-((1r,4r)-4-(4-amino-3-(4-phenoxyphenyl)-1H-pyrazolo[3,4-d]pyrimidin-1-yl)cyclohexyl)piperazin-1-yl)methyl)pyrrolidine-1-carboxylate